C1(NCC2(C3=CN=CC=C13)CC2)=O 2',3'-dihydro-1'H-spiro[cyclopropan-1,4'-[2,6]naphthyridine]-1'-one